3-amino-3-(4-chlorophenyl)propionic acid nitrogen [N].NC(CC(=O)O)C1=CC=C(C=C1)Cl